(S)-3-chloro-5-(3-(2-chloro-7-(1-methoxyethyl)pyrazolo[1,5-a]pyrimidin-6-yl)ureido)-N,N-dimethylpicolinamide ClC=1C(=NC=C(C1)NC(=O)NC=1C=NC=2N(C1[C@H](C)OC)N=C(C2)Cl)C(=O)N(C)C